2-(2,6-dioxopiperidin-3-yl)-5-fluoro-6-(4-(piperidin-4-ylmethyl)piperazin-1-yl)isoindoline-1,3-dione hydrochloride Cl.O=C1NC(CCC1N1C(C2=CC(=C(C=C2C1=O)F)N1CCN(CC1)CC1CCNCC1)=O)=O